1-(2-(3-benzyl-4-methylisothiazol-5-yl)-2-oxoethyl)-5-vinylpyridin-2(1H)-one C(C1=CC=CC=C1)C1=NSC(=C1C)C(CN1C(C=CC(=C1)C=C)=O)=O